FC1=CC=C(C=C1)NC=1C2=C(N=C(N1)C1=CC=NC=C1)C=NC=C2 N-(4-fluorophenyl)-2-(pyridin-4-yl)pyrido[3,4-d]pyrimidin-4-amine